N1=CN=CC(=C1)N1C[C@H](CCC1)N (3S)-1-(pyrimidin-5-yl)piperidin-3-amine